C(#N)[Pd](C#N)(C#N)C#N.[Na] sodium tetracyano-palladium